C(C)(C)NC1=CC2=C(C=N1)C=C(N2C)C2=NC(=NC=C2)NCC(F)(F)F N-isopropyl-1-methyl-2-[2-(2,2,2-trifluoroethylamino)pyrimidin-4-yl]pyrrolo[3,2-c]pyridin-6-amine